C1(CC1)N1N=CC(=C1)C=1C=C(C=CC1)N(C(=O)[C@@H]1CC[C@H](CC1)C(=O)OCCCCC)C[C@@H]1CC[C@H](CC1)C1=CC(=C(C=C1)OC)C trans-Pentyl 4-((3-(1-cyclopropyl-1H-pyrazol-4-yl)phenyl)((trans-4-(4-methoxy-3-methylphenyl)cyclohexyl)methyl)carbamoyl)cyclohexanecarboxylate